O[C@@H]1C[C@H](N(C1)C(C(C(C)C)C1=CC(=NO1)OC)=O)C=1N(C=CN1)CC(=O)NC1=CC=CC=C1 2-[2-[(2S,4R)-4-hydroxy-1-[2-(3-methoxy-1,2-oxazol-5-yl)-3-methylbutyryl]pyrrolidin-2-yl]imidazol-1-yl]-N-phenylacetamide